S(=O)(=O)=C(CC[C@H](N)C(=O)O)NC(N)=N L-5-sulfonyl-arginine